CC=1SC=2C(C1)=C(C(=CC2)C=2N=NC(=C(C2C)C)N[C@H]2CNCCC2)O methyl-5-{4,5-dimethyl-6-[(3R)-piperidin-3-ylamino]pyridazin-3-yl}-1-benzothiophen-4-ol